2-(4-cyano-2,5-difluorophenyl)malonic acid di-tert-butyl ester C(C)(C)(C)OC(C(C(=O)OC(C)(C)C)C1=C(C=C(C(=C1)F)C#N)F)=O